3,6-bis[4-(2-naphthyl)-phenyl]-9-phenyl-9H-carbazole C1=C(C=CC2=CC=CC=C12)C1=CC=C(C=C1)C=1C=CC=2N(C3=CC=C(C=C3C2C1)C1=CC=C(C=C1)C1=CC2=CC=CC=C2C=C1)C1=CC=CC=C1